C(C)(=O)N[C@@H](C=O)[C@@H](O)[C@H]([C@H](O)C)N 2-acetamido-4-amino-2,4,6-trideoxygalactose